benzyl 4-({[(tert-butoxy)carbonyl]amino}methyl)-4-methoxypiperidine-1-carboxylate C(C)(C)(C)OC(=O)NCC1(CCN(CC1)C(=O)OCC1=CC=CC=C1)OC